1-hydroxyethyl-3-methylimidazole hydroxide salt [OH-].OC(C)C1=NC=CN1C